ClC=1N=C(C2=C(N1)C=C(N2COCC[Si](C)(C)C)C)OCC=2C=NC(=C(C2)F)C=2N(C=C(N2)C(F)(F)F)C2CC2 2-[[2-chloro-4-[[6-[1-cyclopropyl-4-(trifluoromethyl)imidazol-2-yl]-5-fluoro-3-pyridyl]methoxy]-6-methyl-pyrrolo[3,2-d]pyrimidin-5-yl]methoxy]ethyl-trimethyl-silane